[N+](=O)([O-])C(C(=O)OC)C(=O)OC dimethyl nitromalonate